FC=1C=C(C(=NC1)C)C1=CC=C(C(C=C1)=O)O 5-(5-fluoro-2-methylpyridin-3-yl)-2-hydroxycyclohepta-2,4,6-trien-1-one